N[C@@H]1[C@@H](OCC12CCN(CC2)C2=NC(=C(C=1N2C=CN1)C=1C(=C(C#N)C=CC1)Cl)C)C {5-[(3S,4S)-4-amino-3-methyl-2-oxa-8-azaspiro[4.5]dec-8-yl]-7-methylimidazo[1,2-c]pyrimidin-8-yl}-2-chlorobenzonitrile